CC=1C=NC=CC1C(O)C1=NN(C=C1)CC(F)(F)F (3-Methylpyridin-4-yl)(1-(2,2,2-trifluoroethyl)-1H-pyrazol-3-yl)methanol